CC1=CC(=CC2=C1N1CC3=C(N(C2)C1)C(=CC(=C3)N)C)N 4,10-dimethyl-6H,12H-5,11-methanodibenzo[b,f][1,5]diazocine-2,8-diamine